C(#N)C=1C(=CC(=NC1)NC(=O)C1=CN(C=2C1=NC(=C(C2)C=2C(=NN(C2)C)C)C=O)C)NCCOC N-(5-cyano-4-((2-methoxyethyl)amino)pyridin-2-yl)-5-formyl-6-(1,3-dimethyl-1H-pyrazole-4-yl)-1-methyl-1H-pyrrolo[3,2-b]pyridine-3-carboxamide